O=C1CCC(CC1)C1=C(C#N)C=CC=C1 2-(4-oxocyclohexyl)benzonitrile